CN1C2C(C(CC1)O)CNC2 Cis-1-methyl-2,3,4,4a,5,6,7,7a-octahydropyrrolo[3,4-b]pyridin-4-ol